C1(=CC=CC=C1)N1C2=CC=CC=C2C2=CC=C3C(=C12)N(C=1C=CC=CC13)C1=CC=CC=C1 11,12-diphenylindolo[2,3-a]carbazole